ClC=1C=C(NC2(CCC3(C(CC4=CC=CC=C34)C3=CC(=CC=C3)OC3=CC=NC=C3)CC2)C(=O)O)C=CC1 (1r,4r)-4-(3-chloroanilino)-2'-{3-[(pyridin-4-yl)oxy]phenyl}-2',3'-dihydrospiro[cyclohexane-1,1'-indene]-4-carboxylic acid